5-(2-isobutyrylaminoimidazo[1,2-b]pyridazin-6-yl)-2-methoxynicotinic acid, lithium salt [Li+].C(C(C)C)(=O)NC=1N=C2N(N=C(C=C2)C=2C=NC(=C(C(=O)[O-])C2)OC)C1